(rac-(1R,2S,4R,5S)-5-(2-(cis-3-(trifluoromethoxy)cyclobutanecarbonyl)hydrazinecarbonyl)-7-oxabicyclo[2.2.1]hept-2-yl)carbamic acid tert-butyl ester C(C)(C)(C)OC(N[C@@H]1[C@H]2C[C@@H]([C@@H](C1)O2)C(=O)NNC(=O)[C@@H]2C[C@@H](C2)OC(F)(F)F)=O |&1:7,8,10,11|